(S)-N-(2-(3,5-dimethoxyphenyl)-2-hydroxyethyl)-6-(4-(methoxy-d3)phenyl)pyrazine-2-carboxamide COC=1C=C(C=C(C1)OC)[C@@H](CNC(=O)C1=NC(=CN=C1)C1=CC=C(C=C1)OC([2H])([2H])[2H])O